2-[[8-fluoro-2-[2-[[(E)-3-[4-(trifluoromethyl)phenyl]prop-2-enoyl]amino]acetyl]-3,4-dihydro-1H-isoquinolin-6-yl]oxy]-2-methylpropanoic acid FC=1C=C(C=C2CCN(CC12)C(CNC(\C=C\C1=CC=C(C=C1)C(F)(F)F)=O)=O)OC(C(=O)O)(C)C